C1(=CC=CC=C1)C(C=1C=C(OCCNC(OC(C)(C)C)=O)C=CC1)C1CCNCC1 tert-Butyl (2-(3-(phenyl (piperidin-4-yl)methyl)phenoxy)ethyl)carbamate